COC(=O)C1=CC2=CN(N=C2C=C1OC(C)C)C12COC(C1)(C2)COC 6-isopropoxy-2-(1-(methoxymethyl)-2-oxabicyclo[2.1.1]hex-4-yl)-2H-indazole-5-carboxylic acid methyl ester